tert-butyl 4-deuterio-8-methoxy-4-[[4-(methylamino)-2-methylsulfanyl-pyrimidin-5-yl]methylamino]-2,3-dihydroquinoline-1-carboxylate [2H]C1(CCN(C2=C(C=CC=C12)OC)C(=O)OC(C)(C)C)NCC=1C(=NC(=NC1)SC)NC